C1(CCC1)C1=CC=C2C(=C(C(NC2=C1)=O)C(=O)N[C@H]1CS(C=C1)(=O)=O)NC (R)-7-Cyclobutyl-N-(1,1-dioxido-2,3-dihydrothiophen-3-yl)-4-(methylamino)-2-oxo-1,2-dihydroquinoline-3-carboxamide